OC[C@H]1C[C@@H]2[C@H](C(OC=3C=C(C=C(C23)O)C(C)(CCCCCCC)C)(C)C)CC1 (6Ar,9R,10aR)-9-(hydroxymethyl)-6,6-dimethyl-3-(2-methylnonan-2-yl)-6a,7,8,9,10,10a-hexahydrobenzo[c]chromen-1-ol